4-(4-(trifluoromethyl)piperidin-1-yl)pteridine FC(C1CCN(CC1)C1=NC=NC2=NC=CN=C12)(F)F